1-((1-methoxycyclohexyl)methyl)-5-methyl-1H-pyrazole COC1(CCCCC1)CN1N=CC=C1C